hexamethyl-hexamethylenediammonium hydroxide salt [OH-].C[N+](CCCCCC[N+](C)(C)C)(C)C.[OH-]